FC(C=1C=C(C=CC1)C=1C=C2C(=NC1)C=NN2CC=2OC=NN2)(F)F 2-[[6-[3-(Trifluoromethyl)phenyl]pyrazolo[4,3-b]pyridin-1-yl]methyl]-1,3,4-oxadiazole